2-chloro-5-(oxetan-3-ylamino)pyrimidine-4-carboxylic acid ethyl ester C(C)OC(=O)C1=NC(=NC=C1NC1COC1)Cl